4-benzyl-2-(chloromethyl)morpholine oxalate C(C(=O)O)(=O)O.C(C1=CC=CC=C1)N1CC(OCC1)CCl